rac-ethyl (3S,4S)-4-(2-chloro-5-fluorophenyl)-1-(2,2,2-trifluoroacetyl)pyrrolidine-3-carboxylate ClC1=C(C=C(C=C1)F)[C@@H]1[C@@H](CN(C1)C(C(F)(F)F)=O)C(=O)OCC |r|